S1C(=CC=C1)[C@H]1NC[C@H]2CC[C@@H]1C2 |r| rac-(1S,4S,5R)-4-(2-thienyl)-3-azabicyclo[3.2.1]Octane